1-(7-morpholino-5-(3-(m-tolyl)-1H-pyrazol-1-yl)thiazolo[5,4-d]pyrimidin-2-yl)ethan-1-ol O1CCN(CC1)C=1C2=C(N=C(N1)N1N=C(C=C1)C=1C=C(C=CC1)C)SC(=N2)C(C)O